N1-(2-(((3-fluorophenyl)(methyl)amino)methyl)-7-(piperidin-1-yl)quinazolin-4-yl)ethane-1,2-diamine FC=1C=C(C=CC1)N(C)CC1=NC2=CC(=CC=C2C(=N1)NCCN)N1CCCCC1